(R)-1-(3-((6-(1-methyl-1H-pyrazol-4-yl)pyrazolo[1,5-a]pyrazin-4-yl)oxy)piperidin-1-yl)prop-2-en-1-one CN1N=CC(=C1)C=1N=C(C=2N(C1)N=CC2)O[C@H]2CN(CCC2)C(C=C)=O